(3-((2-(1,4-dimethyl-1H-pyrazol-5-yl)-5-fluoropyridin-4-yl)oxy)azetidin-1-yl)(5-(2,5-dimethylthiazol-4-yl)-4,5-dihydro-1H-pyrazol-1-yl)methanone CN1N=CC(=C1C1=NC=C(C(=C1)OC1CN(C1)C(=O)N1N=CCC1C=1N=C(SC1C)C)F)C